ClC=1C(=CC2=C(C[C@](O2)(C2=CC=CC=C2)C2N(CC(C2)(C)O)C(=O)OC(C)(C)C)C1C1=C(C(=CC=C1C#N)OC[C@H](C)O)F)F tert-butyl 2-((2S,4S)-5-chloro-4-(6-cyano-2-fluoro-3-((S)-2-hydroxypropoxy) phenyl)-6-fluoro-2-phenyl-2,3-dihydrobenzofuran-2-yl)-4-hydroxy-4-methylpyrrolidine-1-carboxylate